(3S,4S) or (3R,4R)-4-(4-(2-((1-(bicyclo[1.1.1]pentan-1-yl)-5-chloro-1H-pyrazol-4-yl)amino)-6-chloroquinazolin-7-yl)piperazin-1-yl)tetrahydrofuran-3-ol C12(CC(C1)C2)N2N=CC(=C2Cl)NC2=NC1=CC(=C(C=C1C=N2)Cl)N2CCN(CC2)[C@@H]2[C@@H](COC2)O |o1:29,30|